(4-cyanophenyl)-6-(dimethylamino)isoindoline-2-carbonitrile C(#N)C1=CC=C(C=C1)C1N(CC2=CC=C(C=C12)N(C)C)C#N